N-monomethylethanolamine CNCCO